O=C1N(CC2=CC(=CC=C12)O[C@@H]1CNCC1)[C@@H]1C(NC(CC1)=O)=O (S)-3-(1-Oxo-5-(((S)-pyrrolidin-3-yl)oxy)isoindolin-2-yl)piperidine-2,6-dione